ClC=1C(=C(C=C(C1)F)[C@H](C)N1C(C(N(C(C1)C)C)=O)=O)CO 1-((s)-1-(3-chloro-5-fluoro-2-(hydroxymethyl)phenyl)ethyl)-4,5-dimethylpiperazine-2,3-dione